(4R,4'R)-2,2'-(2,6-diisopropylpyridine-3,5-diyl)bis(4-phenyl-4,5-dihydro-oxazole) C(C)(C)C1=NC(=C(C=C1C=1OC[C@H](N1)C1=CC=CC=C1)C=1OC[C@H](N1)C1=CC=CC=C1)C(C)C